C1(CC1)C1=C(C(=CC(=C1)C)O)N1N=C2N=C(NC(C2=C1)=O)OCC 2-(2-cyclopropyl-6-hydroxy-4-methylphenyl)-6-ethoxy-2,5-dihydro-4H-pyrazolo[3,4-d]pyrimidin-4-one